N-[2-amino-5-(2,4-difluorophenyl)phenyl]-4-(cyclopropylsulfonimidoyl)benzamide NC1=C(C=C(C=C1)C1=C(C=C(C=C1)F)F)NC(C1=CC=C(C=C1)S(=O)(=N)C1CC1)=O